1H-benzo[d]imidazole-5-carboxylic acid tert-butyl ester C(C)(C)(C)OC(=O)C1=CC2=C(NC=N2)C=C1